ClC=1C=2C(C(=NN1)N[C@H](C)C1=C(C(=CC=C1)C(F)(F)F)C)=CN(C(C2)=O)C2CC2 (R)-1-chloro-6-cyclopropyl-4-((1-(2-methyl-3-(trifluoromethyl)phenyl)ethyl)amino)pyrido[3,4-d]pyridazin-7(6H)-one